FCCNC(=O)[C@@H]1CN(CC[C@H]1NC(=O)C1=NOC(=C1)C1=C(C=C(C=C1)F)F)C1CCCCC1 |o1:6,11| (3R*,4R*)-1-Cyclohexyl-4-{[5-(2,4-difluoro-phenyl)-isoxazole-3-carbonyl]-amino}-piperidine-3-carboxylic acid (2-fluoro-ethyl)-amide